1-((3-(5-(3,5-Difluorophenyl)-4,5-dihydro-1H-pyrazole-1-carbonyl)-bicyclo[1.1.1]pentan-1-yl)methyl)-3,3-difluoroindolin-2-one FC=1C=C(C=C(C1)F)C1CC=NN1C(=O)C12CC(C1)(C2)CN2C(C(C1=CC=CC=C21)(F)F)=O